FC=1C=C(C=CC1F)[C@H]1[C@@H](CN(C1)CCOC)NC(=O)NC=1C(=NN(C1C)C(C)C)C1=CC=CC=C1 1-((3S,4R)-4-(3,4-difluorophenyl)-1-(2-methoxyethyl)pyrrolidin-3-yl)-3-(1-isopropyl-5-methyl-3-phenyl-1H-pyrazol-4-yl)urea